C1(=CC=CC=C1)C1=CC2=C(C3=C(O2)C(=CC=C3)N3CN=C(N=C3C3=CC=CC=C3)C3=CC=CC=C3)C(=C1)C1=CC=CC=C1 3-(7,9-Diphenyldibenzo[b,d]-furan-4-yl)-4,6-diphenyl-1,3,5-triazine